tert-butyl N-[(5R)-5-amino-6-(6-benzyloxyhexylamino)-6-oxo-hexyl]carbamate N[C@H](CCCCNC(OC(C)(C)C)=O)C(=O)NCCCCCCOCC1=CC=CC=C1